(+/-)-(1S,3S)-3-((6-(3-chloro-5-(((cyclopentyl(methyl)carbamoyl)oxy)methyl)-1-methyl-1H-pyrazol-4-yl)-2-methylpyridin-3-yl)oxy)cyclohexane-1-carboxylic acid ClC1=NN(C(=C1C1=CC=C(C(=N1)C)O[C@@H]1C[C@H](CCC1)C(=O)O)COC(N(C)C1CCCC1)=O)C |r|